1-(3-(4-((3,4-dichloro-2-fluorophenyl)amino)-7-(methoxy-d3)quinazolin-6-yl)azetidin-1-yl)-2-fluoroprop-2-en-1-one ClC=1C(=C(C=CC1Cl)NC1=NC=NC2=CC(=C(C=C12)C1CN(C1)C(C(=C)F)=O)OC([2H])([2H])[2H])F